BrCC=1C=C(C(=NC1)C1=CC=CC=C1)C=1C(=NC=CC1)C1=CC=CC=C1 5-(bromomethyl)-2-phenylpyridineyl-2-phenylpyridine